zinc pyrimidylporphyrin N1=C(N=CC=C1)C1=C2NC(=C1)C=C1C=CC(=N1)C=C1C=CC(N1)=CC=1C=CC(N1)=C2.[Zn]